COC1CC2N(C(C1)C2)C(=O)NC2=CC(=C(C=C2)C)C2=NC=CC=C2 cis-3-methoxy-N-(4-methyl-3-(pyridin-2-yl)phenyl)-6-azabicyclo[3.1.1]heptane-6-carboxamide